N-(1-((2r,4r,5r)-3,3-difluoro-4-hydroxy-5-(hydroxymethyl)oxolan-2-yl)-2-oxo-1,2-dihydropyrimidin-4-yl)-2-propylvaleramide FC1([C@@H](O[C@@H]([C@H]1O)CO)N1C(N=C(C=C1)NC(C(CCC)CCC)=O)=O)F